FC=1C(=CC=2C3=C(NC(C2C1)=O)COCC3N(C(C3=CC=C(C=C3)S(=O)(=O)C)=O)C)F N-(8,9-difluoro-6-oxo-1,4,5,6-tetrahydro-2H-pyrano[3,4-c]isoquinolin-1-yl)-N-methyl-4-(methylsulfonyl)benzamide